2-(2-(2-(3,4-diazido-2,5-dioxo-2,5-dihydro-1H-pyrrol-1-yl)ethoxy)ethoxy)acetate N(=[N+]=[N-])C=1C(N(C(C1N=[N+]=[N-])=O)CCOCCOCC(=O)[O-])=O